C(C)(C)(C)OC(N[C@H](C)C1=CC(=CC=2C(C(=C(OC21)SCC)I)=O)C)=O N-[(1R)-1-(2-ethylsulfanyl-3-iodo-6-methyl-4-oxo-benzopyran-8-yl)ethyl]carbamic acid tert-butyl ester